Pyridine-2-carboxylic acid [3-(1-oxo-1,3-dihydro-isoindol-2-yl)-adamantan-1-yl]-amide O=C1N(CC2=CC=CC=C12)C12CC3(CC(CC(C1)C3)C2)NC(=O)C2=NC=CC=C2